O1CCN(CC1)C=1C=C(C=CC1)C1=CN=C(N1)C1=NNC2=CC=C(C=C12)C(=O)O 3-(5-(3-morpholinophenyl)-1H-imidazol-2-yl)-1H-indazole-5-carboxylic acid